ClC=1C=CC2=C(SC(=C2)C(=O)N(C2CCN(CC2)C)C2=CC(=CC=C2)OC)C1 6-chloro-N-(3-methoxyphenyl)-N-(1-methylpiperidin-4-yl)benzo[b]thiophene-2-carboxamide